C(C)(C)(C)OC(=O)N1CC2=CC=C(C=C2C1)CN1N=NC(=C1)C(=O)OC.Cl.C1NCC2=CC(=CC=C12)CN1N=NC(=C1)C(=O)OC Methyl 1-(isoindolin-5-ylmethyl)triazole-4-carboxylate hydrochloride tert-Butyl-5-[(4-methoxycarbonyltriazol-1-yl)methyl]isoindoline-2-carboxylate